C1(CCCC1)C(C(F)(F)F)NC(=O)N1N=CC(=C1)C1=C2C(=NC=C1)NC(N2)=O N-(1-cyclopentyl-2,2,2-trifluoroethyl)-4-(2,3-dihydro-2-oxo-1H-imidazo[4,5-b]pyridin-7-yl)-1H-pyrazole-1-carboxamide